N-methyl-methaneamine hydrochloride Cl.CNC